rel-(2S,3R,5S)-3-(2-chloro-4-(trifluoromethoxy)phenyl)-N-(6-((R*)-2,2-dimethyl-1,3-dioxolan-4-yl)pyridin-3-yl)-5-methyl-5-(trifluoromethyl)tetrahydrofuran-2-carboxamide ClC1=C(C=CC(=C1)OC(F)(F)F)[C@@H]1[C@H](O[C@@](C1)(C(F)(F)F)C)C(=O)NC=1C=NC(=CC1)[C@H]1OC(OC1)(C)C |o1:12,13,15,31|